N1=CC=C2N1C1=CC=CC=C1N=C2 pyrazolo[1,5-a]quinoxaline